ClCC(=O)NC1=C(C=CC=C1)[C@@H]1C2=C(N(C([C@H]1NC(C1=CC(=CC=C1)C(F)(F)F)=O)=O)CC)N(N=C2)C2=CC=CC=C2 N-((4R,5S)-4-(2-(2-chloroacetamido)phenyl)-7-ethyl-6-oxo-1-phenyl-4,5,6,7-tetrahydro-1H-pyrazolo[3,4-b]pyridin-5-yl)-3-(trifluoromethyl)benzamide